CNC(=O)C1=CC=2N=C(N=C(C2O1)N1CCOCC1)NC1=NNC(=C1)C1=CSC=C1 N-methyl-4-morpholino-2-((5-(thiophen-3-yl)-1H-pyrazol-3-yl)amino)furo[3,2-d]pyrimidine-6-carboxamide